(R)-1-((3-methylpyridin-2-yl)methyl)piperidine-2-carboxylic acid CC=1C(=NC=CC1)CN1[C@H](CCCC1)C(=O)O